C(C)(C)(C)N1C=CC2=CC(=CC=C12)N(C(O)=O)C(=O)OC(C)(C)C.C(C)(C)(C)OC(=O)N(C(OC(C)(C)C)=O)C=1C=C2C(=CNC2=CC1)Cl tert-Butyl (tert-butoxycarbonyl)(3-chloro-1H-indol-5-yl)carbamate tert-Butyl-(tert-butoxycarbonyl)(1H-indol-5-yl)carbamate